N-(8-aminooctyl)-2-[[2-(2,6-dioxopiperidin-3-yl)-1,3-dioxoisoindol-4-yl]oxy]acetamide trifluoroacetic acid salt FC(C(=O)O)(F)F.NCCCCCCCCNC(COC1=C2C(N(C(C2=CC=C1)=O)C1C(NC(CC1)=O)=O)=O)=O